ClC1=C(C=C(C=C1)OC)B(O)O 2-chloro-5-methoxybenzeneboronic acid